N-ethyl-5-methylpyrazole zinc-aluminum-nickel-manganese [Mn].[Ni].[Al].[Zn].C(C)N1N=CC=C1C